OCCCN1N=NC(=C1C(=O)OCC(CCCC)CC)C(=O)OCC(CCCC)CC bis(2-ethylhexyl) 1-(3-hydroxypropyl)-1H-1,2,3-triazole-4,5-dicarboxylate